1-phenyl-3-isoheptyl-1,3-propanediol C1(=CC=CC=C1)C(CC(O)CCCCC(C)C)O